C(C)(C)(C)C1=CC=C(C=C1)C1=CC=C(N(C2=CC=C(C=C2)C2=CC=3C(C4=CC(=CC=C4C3C=C2)C=2OC3=C(C2)C=CC(=C3)C=C)(CCCCCCCC)CCCCCCCC)C3=CC=C(C=C3)C3=CC=C(C=C3)C(C)(C)C)C=C1 4-(4-tert-butylphenyl)-N-[4-(4-tert-butylphenyl)phenyl]-N-[4-[9,9-dioctyl-7-(6-vinylbenzofuran-2-yl)fluoren-2-yl]phenyl]aniline